(ethylamino)trivinylsilane C(C)N[Si](C=C)(C=C)C=C